[C@H]1([C@H](O)[C@@H](O)[C@H](O)[C@H](O1)CO)O[C@H]([C@@H]1C(=C(C(=O)O1)O)O)CO 5-O-α-D-glucopyranosyl-ascorbic acid